CC1=NC2=C(N1)C=CC(=C2)C2=C(C=CC(=C2)CCC)O 2-(2-methyl-1H-Benzimidazole-5-yl)-4-propylphenol